Methyl 6-({5-[2-ethoxy-6-(trifluoromethyl)pyridin-4-yl]-7-({[1-(methoxymethyl)cyclopentyl]methyl}(methyl)amino)-1H-imidazo[4,5-b]pyridin-2-yl}carbamoyl)pyridine-3-carboxylate C(C)OC1=NC(=CC(=C1)C1=CC(=C2C(=N1)N=C(N2)NC(=O)C2=CC=C(C=N2)C(=O)OC)N(C)CC2(CCCC2)COC)C(F)(F)F